C1(C(C=CC=C1)C)(C)S(=O)(=O)O.C1(=CC=CC=C1)CCCC(=O)NC=1C=C2C=3CC(CCC3NC2=CC1)CN(CCC)CCC 6-(4-phenylbutanoyl)amino-3-(dipropyl)aminomethyl-1,2,3,4-tetrahydro-9H-carbazole xylenesulfonate